ethyl 2-(3-hydroxyisoxazol-5-yl)-3-methyl-butanoate OC1=NOC(=C1)C(C(=O)OCC)C(C)C